methyl 3-(4-(2-ethoxy-2-oxoacetyl)phenoxy)benzoate C(C)OC(C(=O)C1=CC=C(OC=2C=C(C(=O)OC)C=CC2)C=C1)=O